OC(C)(C)[C@@H]1CN(CC1)C1=NC=C(C#N)C=C1 (S)-6-(3-(2-hydroxy-prop-2-yl)pyrrolidin-1-yl)nicotinonitrile